2-(4-Fluorophenyl)-8,8,11-trimethyl-2-(2-oxopropyl)-5-pentyl-8a,9,10,12a-tetrahydro-4H,8H-benzo[c][1,3]dioxino[4,5-f]chromen-4-on FC1=CC=C(C=C1)C1(OC(C=2C(=C3C4C(C(OC3=CC2CCCCC)(C)C)CCC(=C4)C)O1)=O)CC(C)=O